C(C)OC(=O)C1(CC1)CNCC1CN(CCN1)C(=O)OC(C)(C)C tert-Butyl 3-((((1-(ethoxycarbonyl)cyclopropyl)-methyl)amino)-methyl)piperazine-1-carboxylate